C1(CC1)C1=C(C=CC=C1)C1=CC(=C(C=C1)C1CN(CC1)C(=O)C1=NNC=C1)CO (3-(2'-cyclopropyl-3-(hydroxymethyl)biphenyl-4-yl)pyrrolidin-1-yl)(1H-pyrazol-3-yl)methanone